1-(1-(p-methoxyphenyl)vinyl)-1H-benzo[d][1,2,3]triazole COC1=CC=C(C=C1)C(=C)N1N=NC2=C1C=CC=C2